C(C=C)[C@H]1[C@](CN(C1)S(=O)(=O)N1CCN(CC1)C(=O)OC(C)(C)C)(C(=O)O[C@H](C)C1=CC=CC=C1)N=[N+]=[N-] |r| (rac)-trans-tert-butyl 4-((4-allyl-3-azido-3-(((R)-1-phenylethoxy)carbonyl)pyrrolidin-1-yl)sulfonyl)piperazine-1-carboxylate